CC1=CN=C(S1)C=1C=C(C=C2C(=CC=NC12)N1CCCC1)C(=O)O 8-(5-methylthiazol-2-yl)-4-(pyrrolidin-1-yl)quinoline-6-carboxylic acid